N-((1S,3R)-3-((2'-(benzyloxy)-3',6-difluoro-[1,1'-biphenyl]-3-yl)methyl)-3-(4-(chloromethyl)thiazol-2-yl)cyclopentyl)methanesulfonamide C(C1=CC=CC=C1)OC1=C(C=CC=C1F)C1=CC(=CC=C1F)C[C@]1(C[C@H](CC1)NS(=O)(=O)C)C=1SC=C(N1)CCl